2-CYANO-4-PYRIDINECARBOXYLIC ACID C(#N)C1=NC=CC(=C1)C(=O)O